NCC=1C(=C(C=CC1)C=1C=C2C(=NN(C2=CC1)C(C)C)COC1=C(C=CC=C1)CC(=O)O)F 2-(2-((5-(3-(aminomethyl)-2-fluorophenyl)-1-isopropyl-1H-indazol-3-yl)methoxy)phenyl)acetic acid